3-Bromo-2-chloro-6-methyl-5-(trifluoromethyl)pyridin BrC=1C(=NC(=C(C1)C(F)(F)F)C)Cl